5-methyl-1-(tetrahydro-2H-pyran-4-yl)-1H-pyrazole-4-amine CC1=C(C=NN1C1CCOCC1)N